OCCNC(C1=CC(=CC=C1)C1=NC=NC(=C1)NC1=CC=C(C=C1)OC(F)(F)F)=O N-(2-Hydroxyethyl)-3-(6-((4-(trifluoromethoxy)phenyl)amino)pyrimidin-4-yl)benzamide